6-fluoro-N-methyl-5-((1-((3-methyl-2,4-dioxo-1,2,3,4-tetrahydrothieno[3,2-d]pyrimidin-6-yl)methyl)azetidin-3-yl)oxy)picolinamide FC1=C(C=CC(=N1)C(=O)NC)OC1CN(C1)CC1=CC=2NC(N(C(C2S1)=O)C)=O